C(C)(C)C1=NC(=CC=C1C=1C=C(C(N(C1)C)=O)C)N1CCN(CC1)CC=1C=NC(=NC1)N1CC2(C1)OCCNC2 5-[2-isopropyl-6-[4-[[2-(5-oxa-2,8-diazaspiro[3.5]nonan-2-yl)pyrimidin-5-yl]methyl]piperazin-1-yl]-3-pyridyl]-1,3-dimethyl-pyridin-2-one